CC1=NC=C(C(=C1O)C=O)COP(=O)([O-])[O-] The molecule is the dianion resulting from the removal of two protons from the phosphate group of pyridoxal 5'-phosphate. It has a role as a human metabolite, a Saccharomyces cerevisiae metabolite and a cofactor. It is a conjugate base of a pyridoxal 5'-phosphate.